3-Chloro-5-(2-(4-((2-(4-(1-(piperidin-4-ylmethyl)pyrrolidin-3-yl)piperazin-1-yl)Pyrimidin-4-yl)methoxy)phenyl)propan-2-yl)benzonitrile ClC=1C=C(C#N)C=C(C1)C(C)(C)C1=CC=C(C=C1)OCC1=NC(=NC=C1)N1CCN(CC1)C1CN(CC1)CC1CCNCC1